N-(3-Hydroxy-2-(pyridin-2-yl)-4,5,6,7-tetrahydro-2H-indazol-5-yl)benzamide OC=1N(N=C2CCC(CC12)NC(C1=CC=CC=C1)=O)C1=NC=CC=C1